BrC=1C=CC(=C2C=CC=NC12)Cl 8-bromo-5-chloroquinolin